(1S,3S)-3-((6-(5-(((5-isopropyl-1,2,4-oxadiazol-3-yl)amino)methyl)-1-methyl-1H-1,2,3-triazol-4-yl)pyridin-3-yl)oxy)cyclohexane-1-carboxylic acid C(C)(C)C1=NC(=NO1)NCC1=C(N=NN1C)C1=CC=C(C=N1)O[C@@H]1C[C@H](CCC1)C(=O)O